C(C)OC(=O)C=1N=CC(=NC1)NC1=NN2C(C=C(C=C2)C2=C(C=NC(=C2)C)OC2CC3COCC(C2)N3C(=O)[O-])=C1 7-((4-(2-((5-(ethoxycarbonyl)pyrazin-2-yl)amino)pyrazolo[1,5-a]pyridin-5-yl)-6-methylpyridin-3-yl)oxy)-3-oxa-9-azabicyclo[3.3.1]nonane-9-carboxylate